S(N)(OC[C@@H]1[C@H](C[C@@H](C1)NC1=NC=NC=C1C(=O)C=1SC(=C(C1)[C@@H]1OCCC2=CC=C(C=C12)C#C)C)O)(=O)=O [(1R,2S,4R)-4-{[5-({4-[(1R)-7-ethynyl-3,4-dihydro-1H-isochromen-1-yl]-5-methyl-2-thienyl}carbonyl)pyrimidin-4-yl]amino}-2-hydroxycyclopentyl]methyl sulfamate